N[C@H](C(=O)OCC1=CC=C(C=C1)F)C(C)(C)O 4-fluorobenzyl (S)-2-amino-3-hydroxy-3-methylbutanoate